4,4,5,5-tetramethyl-2-(3-((5-methylthiophen-2-yl)ethynyl)phenyl)-1,3,2-dioxaborolane CC1(OB(OC1(C)C)C1=CC(=CC=C1)C#CC=1SC(=CC1)C)C